3-{(1R,5S)-3-[2-(1H-pyrazol-4-ylamino)pyrimidin-4-yl]-3,8-diazabicyclo[3.2.1]oct-8-yl}butanenitrile N1N=CC(=C1)NC1=NC=CC(=N1)N1C[C@H]2CC[C@@H](C1)N2C(CC#N)C